NC1=CC=C(C=C1)N1C(C=CC=C1)=O 1-(4-aminophenyl)pyridin-2(1H)-one